2,2-dimethoxy-N-(2-(1-methyl-1H-pyrazol-4-yl)benzyl)ethan-1-amine COC(CNCC1=C(C=CC=C1)C=1C=NN(C1)C)OC